C(C1=CC=CC=C1)N1CCC(=CC1)NC(=O)OC(C)(C)C 1-benzyl-4-tert-Butoxycarbonylamino-1,2,3,6-tetrahydropyridine